ClC1=CC=C(C=C1)[C@H](C(F)(F)F)N(S(=O)(=O)C=1C=C2COCCN2C(C1)=O)CC (R)-N-(1-(4-chlorophenyl)-2,2,2-trifluoroethyl)-N-ethyl-6-oxo-1,3,4,6-tetrahydropyrido[2,1-c][1,4]oxazine-8-sulfonamide